naphthalene-1-ylmethyltrimethoxysilane C1(=CC=CC2=CC=CC=C12)C[Si](OC)(OC)OC